((2,5-Dibromophenyl)carbamoyl)pyrrolidine-1-carboxylic acid tert-butyl ester C(C)(C)(C)OC(=O)N1C(CCC1)C(NC1=C(C=CC(=C1)Br)Br)=O